sodium hydroxymethylaminoacetate OCNCC(=O)[O-].[Na+]